[I-].C(CCCCCC)[N+](C)(C)CCCCCCC diheptyl-dimethyl-ammonium iodide